ClC1=C(C=C(C=C1)F)[C@@]12N(CC[C@H]2C1)C1=NC=2N(C=C1)N=CC2NC(=O)N2C[C@H](CC2)O (S)-N-(5-((1R,5S)-1-(2-chloro-5-fluorophenyl)-2-azabicyclo[3.1.0]hexan-2-yl)pyrazolo[1,5-a]pyrimidin-3-yl)-3-hydroxypyrrolidine-1-carboxamide